methyl 3-(3-bromophenyl)-3-((S)-4-methyl-2-(4-oxoquinazolin-3(4H)-yl)pentanamido)propanoate BrC=1C=C(C=CC1)C(CC(=O)OC)NC([C@H](CC(C)C)N1C=NC2=CC=CC=C2C1=O)=O